FC(C=1N=C2N(C(=CC=C2)C2(CCC(CC2)N)N)C1)(F)F 1-(2-(trifluoromethyl)imidazo[1,2-a]pyridin-5-yl)cyclohexane-1,4-diamine